N1N=CC(=C1)C1=CC=C(C=C1)C1CCN(CC1)C(=O)C1CCCC1 (4-(4-(1H-pyrazol-4-yl)phenyl)piperidin-1-yl)(cyclopentyl)methanone